Cl.Cl.ClC1=CC=C(C2=C1N(C=N2)CCC[C@H]2NCCC[C@@H]2O)F (2R,3S)-2-(3-(7-chloro-4-fluoro-1H-benzo[d]imidazol-1-yl)propyl)piperidin-3-ol dihydrochloride